Cl.C1(=CC=C(C=C1)CS(=O)(=O)NC1=C(C(=C(C=C1F)C1=NC=2C=NC(=NC2N(C1=O)C(C)C)N[C@@H]1CNC[C@H](C1)F)F)F)C 1-p-tolyl-N-(2,3,6-trifluoro-4-(2-(((3S,5S)-5-fluoropiperidin-3-yl)amino)-8-isopropyl-7-oxo-7,8-dihydro-pteridin-6-yl)phenyl)-methanesulfonamide hydrochloride